N[C@H](C(=O)N1C(CC(C1)O)C(=O)NCC1=CC=C(C=C1)Cl)C(C)(SC(C1=CC=CC=C1)(C1=CC=CC=C1)C1=CC=CC=C1)C 1-((R)-2-amino-3-methyl-3-(tritylthio)butanoyl)-N-(4-chlorobenzyl)-4-hydroxypyrrolidine-2-carboxamide